1,3-dioxane-2-carbohydrazide O1C(OCCC1)C(=O)NN